C(C)C1=CC(=C(C=C1)O)N p-ethyl-o-aminophenol